N-[(2-Amino-3-pyridyl)sulfonyl]-6-(3-fluoro-2-methylphenyl)-2-[(4S)-2,2,4-trimethylpyrrolidin-1-yl]pyridin-3-carboxamid NC1=NC=CC=C1S(=O)(=O)NC(=O)C=1C(=NC(=CC1)C1=C(C(=CC=C1)F)C)N1C(C[C@@H](C1)C)(C)C